alpha-amino-beta-hydroxyvalerate NC(C(=O)[O-])C(CC)O